C(CC)C1C(CCCC1)O 2-propyl-1-cyclohexanol